6-Carboxy-6-methyl-4-hexyl-2-cyclohexen C(=O)(O)C1(CC(C=CC1)CCCCCC)C